[3-chloro-5-[4-(hydroxymethyl)piperidin-1-yl]phenyl]-[4-(5-methyl-[1,3]oxazolo[4,5-b]pyridin-2-yl)piperazin-1-yl]methanone ClC=1C=C(C=C(C1)N1CCC(CC1)CO)C(=O)N1CCN(CC1)C=1OC=2C(=NC(=CC2)C)N1